N(=C=O)C(=C(C)N=C=O)CCC diisocyanato-2-hexene